phenyl-λ5-phosphane C1(=CC=CC=C1)[PH4]